FC1=CC2=C(C(=NO2)C=2CN(CCC2)C(=O)OC(C)(C)C)C=C1 tert-Butyl 3-(6-fluoro-1,2-benzoxazol-3-yl)-5,6-dihydro-2H-pyridine-1-carboxylate